N-(5-cyclobutoxypyrazin-2-yl)-2-(2,6-dioxopiperidin-3-yl)-1-oxoisoindoline-5-carboxamide C1(CCC1)OC=1N=CC(=NC1)NC(=O)C=1C=C2CN(C(C2=CC1)=O)C1C(NC(CC1)=O)=O